ClC=1C(=NC(=NC1)NC1CC(CCC1)C(=O)N1CCC(CC1)N1CCN(CC1)C1=C(C=C(C=C1)C1C(NC(CC1)=O)=O)F)C=1C=C(C=CC1)C1=CC=C(C=C1)F 3-(4-(4-(1-(3-((5-chloro-4-(4'-fluoro-[1,1'-biphenyl]-3-yl)pyrimidin-2-yl)amino)cyclohexane-1-carbonyl)piperidin-4-yl)piperazin-1-yl)-3-fluorophenyl)piperidine-2,6-dione